C1(CC1)CN(C1=CC=CC=C1)[C@H]1CC[C@H](CC1)N1C2=C(N(C(C1)=O)C)C=CC(=N2)C#N cis-4-[4-[N-(cyclopropylmethyl)anilino]cyclohexyl]-1-methyl-2-oxo-3H-pyrido[2,3-b]pyrazine-6-carbonitrile